4-Isopropyl-2-[m-(methylthio)phenyl]-1,2-dihydro-2,3,1-benzodiazaborinin-1-ol C(C)(C)C1=NN(B(C2=C1C=CC=C2)O)C2=CC(=CC=C2)SC